1,1'-(3,3'-dipropyl[1,1'-biphenyl]-4,4'-diyl)bis{4-amino-3-[(E)-diazenyl]naphthalene-1-sulfonamide} C(CC)C=1C=C(C=CC1C1(CC(=C(C2=CC=CC=C12)N)\N=N\[H])S(=O)(=O)N)C1=CC(=C(C=C1)C1(CC(=C(C2=CC=CC=C12)N)\N=N\[H])S(=O)(=O)N)CCC